N-(3-(Diethylamino)propyl)-3-((4-methoxyphenyl)amino)quinoxaline-2-carboxamide C(C)N(CCCNC(=O)C1=NC2=CC=CC=C2N=C1NC1=CC=C(C=C1)OC)CC